3-(trifluoromethyl)-5-(trifluoromethylsulfonyl)benzamide FC(C=1C=C(C(=O)N)C=C(C1)S(=O)(=O)C(F)(F)F)(F)F